The molecule is the organophosphate oxoanion that is the 2R,5Z isomer of 2-carboxylato-4-methyl-5-[(2-phosphonatooxy)ethylidene]-2,5-dihydrothiazole(3-); protonated to pH 7.3. It is a 2-carboxylato-4-methyl-5-[(2-phosphonatooxy)ethylidene]-2,5-dihydrothiazole(3-) and an organophosphate oxoanion. It is a conjugate base of a 2-[(2R,5Z)-2-carboxy-4-methylthiazol-5(2H)-ylidene]ethyl phosphate. CC\\1=N[C@H](S/C1=C\\COP(=O)([O-])[O-])C(=O)[O-]